3-Chloro-4-(2,6-difluorophenyl)-6-methyl-5-phenyl-pyridazine ClC=1N=NC(=C(C1C1=C(C=CC=C1F)F)C1=CC=CC=C1)C